C(=O)C=1SC=2[C@H](N(CCC2N1)C(=O)OC(C)(C)C)C (R)-tert-butyl 2-formyl-4-methyl-6,7-dihydrothiazolo[5,4-c]pyridine-5(4H)-carboxylate